COC=1C=C(C=NC1OCC1=NC=C(C=C1)OC)CC1=NC2=CC=CN=C2C=C1C#N ((5-methoxy-6-((5-methoxypyridin-2-yl)methoxy)pyridin-3-yl)methyl)-1,5-naphthyridine-3-carbonitrile